NC1=C2C(=NC=N1)N(N=C2C2=CC=C(C=C2)OC2=CC=CC=C2)C2CCN(CC2)C2CNC2 3-[4-[4-Amino-3-(4-phenoxyphenyl)pyrazolo[3,4-d]pyrimidin-1-yl]-1-piperidinyl]azetidin